C(C)(=O)OCCCCCCC\C=C/C=C\CCCC (Z,Z)-8,10-Pentadecadienyl acetate